Cl.Cl.C(C)OC=1C=CC(=NC1)C=1N(C(=NN1)C1CC(C1)N)C1=NC=CC=C1 (1r,3r)-3-(5-(5-ethoxypyridin-2-yl)-4-(pyridin-2-yl)-4H-1,2,4-triazol-3-yl)cyclobutan-1-amine dihydrochloride